[Cl-].N1=C(C=CC=C1)[NH2+]C pyridyl-methyl-ammonium chloride